4,5-dihydrobenzo[d][1,2]Thiazepine-1(2H)-one C1(NSCCC2=C1C=CC=C2)=O